NCC(C(C1=CC=C(C=C1)F)(F)F)O 3-amino-1,1-difluoro-1-(4-fluorophenyl)propan-2-ol